N6-[2-amino-2-(2-fluorophenyl)ethyl]-N4-tert-butyl-1-methyl-pyrazolo[3,4-d]pyrimidine-4,6-diamine NC(CNC1=NC(=C2C(=N1)N(N=C2)C)NC(C)(C)C)C2=C(C=CC=C2)F